FC1=CC=C(CN2CCC3=CC(=CC=C23)NS(=O)(=O)CCCCCC)C=C1 N-(1-(4-fluorobenzyl)indolin-5-yl)hexane-1-sulfonamide